tert-Butyl 1-((2S,3S)-1-methyl-5-oxo-2-(pyridin-3-yl)pyrrolidin-3-yl)-1,12-dioxo-5,8,16,19-tetraoxa-2,11,13-triazadocosan-22-oate CN1[C@@H]([C@H](CC1=O)C(NCCOCCOCCNC(NCCOCCOCCC(=O)OC(C)(C)C)=O)=O)C=1C=NC=CC1